C(C)S(=O)(=O)C=1C(=NC(=CC1)N1N=C(N=C1)C(F)(F)F)C1=NC2=C(N1C)C=CC(=C2)N=S(C(F)(F)F)=O [2-[3-Ethylsulfonyl-6-[3-(trifluoromethyl)-1,2,4-triazol-1-yl]-2-pyridyl]-1-methylbenzimidazol-5-yl]iminooxo(trifluoromethyl)-λ6-sulfan